ClC=1C=CC(=NC1)CN1N=C2N(C[C@@H](CC2)C(F)(F)F)C1=O |r| (5RS,6RS)-2-[(5-Chloropyridin-2-yl)methyl]-3-oxo-6-(trifluoromethyl)-2,3,5,6,7,8-hexahydro[1,2,4]triazolo[4,3-a]pyridin